OC(C(CO)CO)O 2-bis-hydroxymethyl-1,3-propylene glycol